ClC=1C=CC=2[C@@H]3NCC[C@H](C2N1)C3 (5R,9S)-2-chloro-6,7,8,9-tetrahydro-5H-5,9-methanopyrido[3,2-c]azepine